bis(4-(tert-butyl)phenyl)iodonium acetate C(C)(=O)[O-].C(C)(C)(C)C1=CC=C(C=C1)[I+]C1=CC=C(C=C1)C(C)(C)C